C(CCCCCCC)C(CCCCCCC)O 1-octyl-octanol